CC1(S(C(C1NC(=O)C(C)NC(=O)CCC(=O)O)(C)C)(=O)=O)C 3-({1-[(2,2,4,4-tetramethyl-1,1-dioxo-1lambda6-thietan-3-yl)carbamoyl]ethyl}carbamoyl)propanoic acid